NC=1SC2=C(N1)CC[C@@H](C2)N(CCC)CC2CCN(CC2)C(=O)C2=CN=CS2 (S)-(4-(((2-amino-4,5,6,7-tetrahydrobenzo[d]thiazol-6-yl)(propyl)amino)methyl)piperidin-1-yl)(thiazol-5-yl)methanone